C(CCCC)OC1=CC=C(C(=O)NC=2C=C3C(=CNC3=CC2)C2CCN(CC2)C)C=C1 5-(4-pentyloxybenzoyl)amino-3-(1-methylpiperidin-4-yl)-1H-indole